3-(4-(3-((5-cyclopropyl-3-(2,6-dichlorophenyl)isoxazol-4-yl)methoxy)azetidin-1-yl)phenyl)-1,2,4-oxadiazol-5(4H)-one C1(CC1)C1=C(C(=NO1)C1=C(C=CC=C1Cl)Cl)COC1CN(C1)C1=CC=C(C=C1)C1=NOC(N1)=O